COCCN1[C@@H]2CN([C@H](C1)C2)C2=CC(=NC=C2)NC=2SC1=NC(=CC=C1N2)C=2C=NNC2C N-(4-((1S,4S)-5-(2-methoxyethyl)-2,5-diazabicyclo[2.2.1]-heptan-2-yl)pyridin-2-yl)-5-(5-methyl-1H-pyrazol-4-yl)thiazolo-[5,4-b]pyridin-2-amine